1-(2-Methyl-4-(1-methyl-1H-pyrazol-4-yl)-5,7-dihydro-6H-pyrrolo[3,4-b]pyridin-6-yl)-2-(1-(2-(trifluoromethyl)pyridin-4-yl)azetidin-3-yl)ethan-1-one CC1=CC(=C2C(=N1)CN(C2)C(CC2CN(C2)C2=CC(=NC=C2)C(F)(F)F)=O)C=2C=NN(C2)C